FC=1C=C(C=C(C1CN1C(=NC=2C=NC(=C(C21)C2=C(C=CC=C2)F)C)C)F)S(=O)(=O)N 3,5-difluoro-4-((7-(2-fluorophenyl)-2,6-dimethyl-1H-imidazo[4,5-c]pyridin-1-yl)methyl)benzenesulfonamide